(4-(3-Methyloxyoxetan-3-yl)phenyl)(4-(5-(trifluoromethyl)pyridin-2-yl)piperazin-1-yl)methanone COC1(COC1)C1=CC=C(C=C1)C(=O)N1CCN(CC1)C1=NC=C(C=C1)C(F)(F)F